ClC=1C(=C(C=CC1)C=1C(=CC=2C=CC3=CC=CC=C3C2C1)O)F 3-(3-Chloro-2-fluorophenyl)phenanthren-2-ol